NC1=NC=NC=2N1C(=NC2C2CN(CC2)CC#CC)C2=CC=C(C(=O)NC1=NC=CC(=C1)C1CC1)C=C2 4-(4-amino-8-(1-(but-2-ynyl)pyrrolidin-3-yl)imidazo[1,5-a][1,3,5]triazin-6-yl)-N-(4-cyclopropylpyridin-2-yl)benzamide